FC(C=1OC(=NN1)C=1C=NC(=CC1)CN1N=NC(=C1)C=1C=C2CCNCC2=CC1)F 2-(difluoromethyl)-5-(6-((4-(1,2,3,4-tetrahydroisoquinolin-6-yl)-1H-1,2,3-triazol-1-yl)methyl)pyridin-3-yl)-1,3,4-oxadiazole